[N+](=O)([O-])C(=CCC=CCC=CCC=CCC=CCCC(=O)O)CC=CCC 17-nitro-4,7,10,13,16,19-docosahexaenoic acid